FC1=C(C=CC(=C1)F)COC1=CC=CC(=N1)N1CC2C(C1)CN(C2)CC=2N(C1=C(N2)C=CC(=C1)C(=O)O)C[C@H]1OCC1 2-[(5-{6-[(2,4-difluorophenyl)methoxy]pyridin-2-yl}-hexahydropyrrolo[3,4-c]pyrrol-2-yl)methyl]-3-[(2S)-oxetan-2-ylmethyl]-1,3-benzodiazole-5-carboxylic acid